C1(CCC1)OC=1C=2N(C=NC1C=1C=NNC1)N=C(N2)N 8-cyclobutoxy-7-(1H-pyrazol-4-yl)-[1,2,4]triazolo[1,5-c]pyrimidin-2-amine